2-((((2S,4R)-4-fluoro-1-methylpyrrolidin-2-yl)methoxy)-7-(5,6,7,8-tetrahydronaphthalen-1-yl)quinazolin-4-ylpiperazin-2-yl)acetonitrile F[C@@H]1C[C@H](N(C1)C)COC1(N(CCNC1)C1=NC=NC2=CC(=CC=C12)C1=CC=CC=2CCCCC12)CC#N